C(C)(C)(C)OC(=O)NCCN N-t-butyloxycarbonyl-1,2-ethylenediamine